3-oxopyridazine-4-carboxylate O=C1NN=CC=C1C(=O)[O-]